CCC1=CC(=CC(=C1)F)F 3,5-Difluoroethylbenzene